tert-butyl (5-carbamoylbicyclo[3.1.1]heptan-1-yl)carbamate C(N)(=O)C12CCCC(C1)(C2)NC(OC(C)(C)C)=O